BrC1=CC2=C(N=C(S2)C23CC(C2)(C3)NC(=O)C3=NOC(=N3)C3(CC3)S(=O)(=O)C)C=C1 N-[3-(6-bromo-1,3-benzothiazol-2-yl)-1-bicyclo[1.1.1]pentanyl]-5-(1-methanesulfonylcyclopropyl)-1,2,4-oxadiazole-3-carboxamide